OC1(CCCC1)C=1N=NNC1 4-(1-hydroxycyclopentyl)-1H-1,2,3-triazol